FC1=CC=C(C=C1)[C@@H]1N(CCC2=CC=CC=C12)C=1OC2(CN1)CNCC2.[Hg+2] mercury (ii) 2-((S)-1-(4-fluorophenyl)-3,4-dihydroisoquinolin-2(1H)-yl)-1-oxa-3,7-diazaspiro[4.4]non-2-ene